(R)-6-(2-(5-fluoro-2-methoxybenzyl)azepan-1-yl)-4-morpholinopyridin-2(1H)-one FC=1C=CC(=C(C[C@@H]2N(CCCCC2)C2=CC(=CC(N2)=O)N2CCOCC2)C1)OC